FC=1OCC(N1)C(C)(C)C 2-fluoro-tert-butyl-oxazoline